8-acetyl-2-(4-methoxyphenyl)-3,6-dimethylquinolin-4(3H)-one C(C)(=O)C=1C=C(C=C2C(C(C(=NC12)C1=CC=C(C=C1)OC)C)=O)C